C(#N)N1CC(CC1)C1=C(C=CC(=C1)OC1=NC=C(C=C1)C(F)(F)F)S(=O)(=O)NC (1-Cyanopyrrolidin-3-yl)-N-methyl-4-((5-(trifluoromethyl)pyridin-2-yl)oxy)benzenesulfonamide